C1(CCCCC1)P(C1=C(C=CC=C1)C1=C(C=C(C=C1C(C)C)C(C)C)C(C)C)C1CCCCC1 dicyclohexyl(2',4',6'-triisopropylbiphenyl-2-yl)phosphine